C(N)(=O)[C@H]1N2C(N([C@H](CC1)C2)OS(=O)(=O)OCC(C(=O)OCC=2OC(OC2C)=O)(C)C)=O (5-methyl-2-oxo-1,3-dioxol-4-yl)methyl 3-(((((1R,2S,5R)-2-carbamoyl-7-oxo-1,6-diazabicyclo[3.2.1]octan-6-yl)oxy)sulfonyl)oxy)-2,2-dimethylpropanoate